N1SN=CC2=CC=CC=C12 thiaquinazoline